(Methyl-(7-nitrobenzo[c][1,2,5]oxadiazol-4-yl)amino)acetic acid CN(C1=CC=C(C2=NON=C21)[N+](=O)[O-])CC(=O)O